ethylene glycol bis[3-(3,5-di-tert-butyl-4-hydroxyphenyl) propionate] C(C)(C)(C)C=1C=C(C=C(C1O)C(C)(C)C)CCC(=O)OCCOC(CCC1=CC(=C(C(=C1)C(C)(C)C)O)C(C)(C)C)=O